Cl.Cl.FC1=C(C=CC(=C1)C1NCC(C1)=O)C=1N=C2SC3=C(N2C1)C=CC(=C3)C(=O)NCCCN3CCC(CC3)F 2-(2-fluoro-4-(4-oxopyrrolidin-2-yl)phenyl)-N-(3-(4-fluoropiperidin-1-yl)propyl)benzo[d]imidazo[2,1-b]thiazole-7-carboxamide dihydrochloride